((1s,3s)-3-Hydroxy-3-methylcyclobutyl)(6-(2-isopropylbenzyl)-2-azaspiro[3.3]heptan-2-yl)methanon OC1(CC(C1)C(=O)N1CC2(C1)CC(C2)CC2=C(C=CC=C2)C(C)C)C